tert-butyl 4-[4-chloro-3-[(8-fluoro-2-methyl-imidazo[1,2-a]pyridin-6-yl)amino]-1-tetrahydropyran-2-yl-indazol-6-yl]piperazine-1-carboxylate ClC1=C2C(=NN(C2=CC(=C1)N1CCN(CC1)C(=O)OC(C)(C)C)C1OCCCC1)NC=1C=C(C=2N(C1)C=C(N2)C)F